C(C)(C)(C)N1C(=C(C2=CC=CC=C12)C[C@@H](C(=O)OC(C)(C)C)NC(=O)OCC1C2=CC=CC=C2C=2C=CC=CC12)C tert-butyl-(S)-3-(2-((((9H-fluoren-9-yl)methoxy)carbonyl)amino)-3-(tert-butoxy)-3-oxopropyl)-2-methyl-1H-indole